CN1C(CN(CC1)C1CCC=2C1=NNC(C2C(F)(F)F)=O)C(=O)N2CCN(CC2)C2=NC=C(C#N)C=C2 6-(4-(1-methyl-4-(3-oxo-4-(trifluoromethyl)-3,5,6,7-tetrahydro-2H-cyclopenta[c]pyridazin-7-yl)piperazin-2-carbonyl)piperazin-1-yl)nicotinonitrile